2-amino-4,5-di(methoxymethyl)phenol NC1=C(C=C(C(=C1)COC)COC)O